N1N=CC2=C(C=CC=C12)C=1C=CC(=NC1)NC(=O)C1(CN(CCC1)C#N)F N-(5-(1H-indazol-4-yl)pyridin-2-yl)-1-cyano-3-fluoropiperidine-3-carboxamide